tert-butyl 4-(3-amino-4-chlorophenyl)piperazine-1-carboxylate NC=1C=C(C=CC1Cl)N1CCN(CC1)C(=O)OC(C)(C)C